3-(1-(2,2-difluoroethyl)-1H-pyrazolo[3,4-b]pyrazin-6-yl)-1'-(5-(trifluoromethyl)pyridin-2-yl)-3-azaspiro[bicyclo[3.2.1]octane-8,3'-pyrrolidin]-2'-one FC(CN1N=CC=2C1=NC(=CN2)N2CC1CCC(C2)C12C(N(CC2)C2=NC=C(C=C2)C(F)(F)F)=O)F